ClC=1C=C(C(=NC1)OC(F)F)C(=O)O 5-chloro-2-(difluoromethoxy)pyridine-3-carboxylic acid